N(=[N+]=[N-])C1=NC(=NC(=N1)S(=O)(=O)C(C)C)N(C1=CC=CC=C1)C 4-azido-6-(isopropylsulfonyl)-N-methyl-N-phenyl-1,3,5-triazin-2-amine